CN(/C=C(\CC1=CC=C(C2=CC=CC=C12)OC)/C1=CC(=CC=C1)OC)C (E)-3-(dimethylamino)-1-(4-methoxy-naphthalene-1-yl)-2-(3-methoxy-phenyl)prop-2-ene